N-((2-(2,6-Dioxopiperidin-3-yl)-1-oxoisoindolin-5-yl)methyl)-3,6-dimethylbenzofuran-2-carboxamide O=C1NC(CCC1N1C(C2=CC=C(C=C2C1)CNC(=O)C=1OC2=C(C1C)C=CC(=C2)C)=O)=O